C(C1=CC=CC=C1)NC(CC1N(C(CC1)=O)CC1=CC=C(C=C1)C)=O N-Benzyl-2-[1-[(4-methylphenyl)methyl]-5-oxopyrrolidin-2-yl]acetamide